NC1(CC1)C(=O)O 1-Aminocyclopropanecarboxylic Acid